1,12-dihydro-12-hydroxy-6,6,10,11-tetramethyl-4-propyl-2H,6H,10H-benzo[1,2-b:3,4-b':5,6-b'']tripyran-2-one OC1C2=C(OC(C1C)C)C1=C(OC(C=C1)(C)C)C1=C2OC(C=C1CCC)=O